ClC=1C=C(CC=2NC(=NN2)C(=O)OCC)C=CC1F ethyl 5-(3-chloro-4-fluorobenzyl)-4H-1,2,4-triazole-3-carboxylate